N[C@@H](CCS(=O)C)C(=O)O methioninesulfoxide